rac-Methyl 4-(3-fluoropiperidin-3-yl)benzoate F[C@@]1(CNCCC1)C1=CC=C(C(=O)OC)C=C1 |r|